2-chloro-5-[1-[2-chloro-4-[1,2,2,2-tetrafluoro-1-(trifluoromethyl)ethyl]phenyl]pyrazol-4-yl]-N-(1-cyanocyclopropyl)thiophene-3-carboxamide ClC=1SC(=CC1C(=O)NC1(CC1)C#N)C=1C=NN(C1)C1=C(C=C(C=C1)C(C(F)(F)F)(C(F)(F)F)F)Cl